NC1=C(C2=C(C=3N(C=N2)C=CN3)N1C1=C(C(=CC=C1C)OC)C)C#N 2-amino-1-(3-methoxy-2,6-dimethylphenyl)-1H-imidazo[1,2-c]pyrrolo[2,3-e]pyrimidine-3-carbonitrile